O[C@@H]1CN(CC1)C(=O)C1=CC=2C(=CN=C(C2)C2=NC=CC(=C2)C2=NOC(=N2)C(F)(F)F)N1C (S)-(3-Hydroxypyrrolidin-1-yl)(1-methyl-5-(4-(5-(trifluoromethyl)-1,2,4-oxadiazol-3-yl)pyridin-2-yl)-1H-pyrrolo[2,3-c]pyridin-2-yl)methanone